2-(4-methylpiperazin-1-yl)-5-(4,4,5,5-tetramethyl-1,3,2-dioxaborolan-2-yl)pyrimidine 4-[5-(trifluoromethyl)-1,2,4-oxadiazol-3-yl]phenyl-dimethylcarbamate FC(C1=NC(=NO1)C1=CC=C(C=C1)CN(C(O)=O)C)(F)F.CN1CCN(CC1)C1=NC=C(C=N1)B1OC(C(O1)(C)C)(C)C